ClC1=CC(=C2CCN(CC2=C1)C(C1=CC=C(C=C1)C#N)=O)[C@H]1N(CCC1)C(=O)OC(C)(C)C tert-butyl (S)-2-(7-chloro-2-(4-cyanobenzoyl)-1,2,3,4-tetrahydroisoquinolin-5-yl)pyrrolidine-1-carboxylate